CS(=O)(=O)[O-].C1(=CC=CC=C1)[PH+](C1=CC=CC=C1)C1=CC=CC=C1 triphenylphosphonium methanesulfonate